C(C(=O)C1=CC=CC=C1)OC1=CC=C(C=C1)CN1N=CC(=C1)C(=O)OC Methyl 1-{[p-(phenacyloxy)phenyl]-methyl}-1H-pyrazole-4-carboxylate